[Si](C1=CC=CC=C1)(C1=CC=CC=C1)(C(C)(C)C)O[C@H]1[C@](C[C@]2(CNC(O2)=O)CC1)(C)CN1C=NC2=C1C=C(C=C2)C#N (((5s,7s,8r)-8-((tert-butyldiphenylsilyl)oxy)-7-methyl-2-oxo-1-oxa-3-azaspiro[4.5]decan-7-yl)methyl)-1H-benzo[d]imidazole-6-carbonitrile